O=C1C(=CNC2=CC=CC=C12)C(=O)O 1,4-dihydro-4-oxo-quinoline-3-carboxylic acid